C(CC)(=O)OCC1=C(C(=CC=C1)C1=CC=C(C=C1)Br)O[Si](C)(C)C(C)(C)C (2R)-3-(4-bromophenyl)-2-[(tert-butyldimethylsilyl) oxy]Benzyl propionate